C(C=C)(O)=NN acrylic acid hydrazone